N1(CCCCC1)C1=CC=C(C=C1)N1CCCCC1 1,4-bis(piperidin-1-yl)benzene